C(#N)C1=CC=2N(N=C1)C(=CC2)C2=CC(=C(C=N2)C2=NN=C(S2)C2CCC(CC2)NC(C)=O)NC(C)C N-((1r,4r)-4-(5-(6-(3-cyanopyrrolo[1,2-b]pyridazin-7-yl)-4-(isopropylamino)pyridin-3-yl)-1,3,4-thiadiazol-2-yl)cyclohexyl)acetamide